FC(C(=O)N)(C1=C(C=C(C=C1)OC(F)(F)F)C)F difluoro-2-(2-methyl-4-(trifluoromethoxy)phenyl)acetamide